BrC=1C=C(C=C(C1)F)N(C1=CC(=C(C#N)C=C1)N1C2=CC(=CC=C2C=2C=CC(=CC12)C(C)(C)C)C(C)(C)C)C1=CC(=CC=C1)Cl 4-((3-bromo-5-fluorophenyl)(3-chlorophenyl)amino)-2-(2,7-di-tert-butyl-9H-carbazol-9-yl)benzonitrile